CN1N=CC2=CC(=CC=C12)N1C(=NC=2C1=NC(=CC2)C(F)(F)F)C(F)(F)F Methyl-5-[2,5-bis(trifluoromethyl)imidazo[4,5-b]pyridin-3-yl]-1H-indazole